O=C1NC(CCC1NC(=O)C1=CC=CC(=N1)C=1C=C(CC=2C(=NC=CC2)C(=O)N)C=CC1)=O (3-(6-((2,6-dioxopiperidin-3-yl)carbamoyl)pyridin-2-yl)benzyl)picolinamide